5-methyl-6-phenylpyrrolo[2,3-b]pyrazine-7-carbaldehyde CN1C(=C(C=2C1=NC=CN2)C=O)C2=CC=CC=C2